C(C1CO1)OCCCC 1-butyl glycidyl ether